N-(1-cyanoisopropyl)-N-methyl-3-methyl-2-amino-5-cyanobenzamide C(#N)C(C)(C)N(C(C1=C(C(=CC(=C1)C#N)C)N)=O)C